C=1(C(=CC=C(C1)C)C)S(=O)(=O)O 2,5-xylenesulfonic acid